BrCC1=C2C(=NC(=C1)C(=O)OC)C(CC2)(C)C methyl 4-(bromomethyl)-7,7-dimethyl-6,7-dihydro-5H-cyclopenta[b]pyridine-2-carboxylate